FC=1C=C2CCC=3N(C2=CC1)N=C(C3)N3CCN(CC3)C(=O)OC(C(F)(F)F)CO 1,1,1-trifluoro-3-hydroxypropan-2-yl 4-(7-fluoro-4,5-dihydropyrazolo[1,5-a]quinolin-2-yl)piperazine-1-carboxylate